methyl 2-(3,5-dichloro-4-(2-fluoro-4-hydroxy-3-isopropylbenzyl)phenyl)propanoate ClC=1C=C(C=C(C1CC1=C(C(=C(C=C1)O)C(C)C)F)Cl)C(C(=O)OC)C